t-Butyl ((2S,3R)-3-(t-butoxy)-1-oxo-1-(5-(4,4,5,5-tetramethyl-1,3,2-dioxaborolan-2-yl)benzo[d]thiazole-2-sulfonamido)butan-2-yl)carbamate C(C)(C)(C)O[C@@H]([C@@H](C(NS(=O)(=O)C=1SC2=C(N1)C=C(C=C2)B2OC(C(O2)(C)C)(C)C)=O)NC(OC(C)(C)C)=O)C